3-oxo-3-(2-trifluoromethylphenyl)-propanal O=C(CC=O)C1=C(C=CC=C1)C(F)(F)F